tert-butyl 2-((6-((5-(5-methyl-1H-pyrazol-1-yl)-1,3,4-thiadiazol-2-yl)carbamoyl)-2-oxo-4-(pyrimidin-2-ylamino)-2H-pyran-3-yl)oxy)acetate CC1=CC=NN1C1=NN=C(S1)NC(=O)C1=CC(=C(C(O1)=O)OCC(=O)OC(C)(C)C)NC1=NC=CC=N1